O1C(CC(OC12CCCCC2)=O)=O 1,5-dioxaspiro[5.5]undecane-2,4-dione